7-[(1r,5s,6r)-6-(piperidine-1-carbonyl)-3-azabicyclo[3.1.0]hexane-3-yl]-3-oxa-9-azabicyclo[3.3.1]nonane-9-carboxylic acid methyl ester COC(=O)N1C2COCC1CC(C2)N2C[C@H]1C([C@H]1C2)C(=O)N2CCCCC2